CC=1N=C(N=NC1C1=C(C=C(C=C1)C(F)(F)F)O)N1CCC12CN(C2)C 2-(5-methyl-3-(6-methyl-1,6-diazaspiro[3.3]heptan-1-yl)-1,2,4-triazin-6-yl)-5-(trifluoromethyl)phenol